N1C(=CC2=CC=CC=C12)CNC(=O)C1=CC=C2C(C(N(C2=C1)CC1=C(C=CC=C1C(F)(F)F)F)=O)(C)C N-((1H-indol-2-yl)methyl)-1-(2-fluoro-6-(trifluoromethyl)benzyl)-3,3-dimethyl-2-oxoindoline-6-carboxamide